methyl 3-(3-ethylpyridin-2-yl)-5-fluorobenzoate C(C)C=1C(=NC=CC1)C=1C=C(C(=O)OC)C=C(C1)F